COC(=O)C1(CCC2=CC=CC=C12)CC1=NC(=NC(=C1[N+](=O)[O-])O)O 1-((2,6-dihydroxy-5-nitropyrimidine-4-yl)methyl)-2,3-dihydro-1H-indene-1-carboxylic acid methyl ester